(+/-)-1-(3-(methylsulfonyl)phenyl)ethylamine CS(=O)(=O)C=1C=C(C=CC1)[C@@H](C)N |r|